((1S,4S)-2-azabicyclo[2.2.1]heptan-4-yl)carbamic acid tert-butyl ester C(C)(C)(C)OC(N[C@@]12CN[C@@H](CC1)C2)=O